ClC=1C=C(C2=C(C=C(O2)CNC(=O)C=2C=NN3C2N=CC=C3)C1)C(=O)OCCCCO 4-Hydroxybutyl 5-chloro-2-((pyrazolo[1,5-a]pyrimidine-3-carboxamido)methyl)benzofuran-7-carboxylate